Cl.N1(CCNCC1)C1=CC=C(C=C1)C1=CC(NC(N1)=O)=O 6-(4-(piperazin-1-yl)phenyl)-pyrimidine-2,4(1H,3H)-dione hydrochloride